C(=C)B1OB(OB(O1)C=C)C=C triethenyl-1,3,5,2,4,6-trioxatriborinane